(1-isopropyl-5-(2-phenoxyphenyl)-1H-indol-3-yl)-N-(4-methoxybenzyl)acetamide C(C)(C)N1C=C(C2=CC(=CC=C12)C1=C(C=CC=C1)OC1=CC=CC=C1)CC(=O)NCC1=CC=C(C=C1)OC